N,3-dimethylbutan-1-amine hydrochloride Cl.CNCCC(C)C